1R-alpha-Pinene CC1=CCC2CC1C2(C)C